ClC=1C=C(C(=O)NCC2=C(C=CC3=C2N(C=N3)C)OC)C=C(C1F)Cl 3,5-dichloro-4-fluoro-N-((6-methoxy-1-methyl-1H-benzimidazol-7-yl)methyl)benzamide